CCN(CC)C(=O)C1=CC=C(C=C1)[C@H](C2=CC(=CC=C2)OC)N3C[C@H](N(C[C@@H]3C)CC=C)C (+)-4-[(alphaR)-alpha-((2S,5R)-4-allyl-2,5-dimethyl-1-piperazinyl)-3-methoxybenzyl]-N,N-diethylbenzamide